FC1(CCC(CC1)C(NC(=O)C1=CC=NN1CC)C=1OC2=C(N1)C=C(C=C2)CC2C(NC(C2)C(F)(F)F)=O)F N-((4,4-difluorocyclohexyl)(5-((2-oxo-5-(trifluoromethyl)pyrrolidin-3-yl)methyl)benzo[d]oxazol-2-yl)methyl)-1-ethyl-1H-pyrazole-5-carboxamide